2-(2-(4-(4-((7-(3-(methylsulfonamido)phenyl)pyrrolo[2,1-f][1,2,4]triazine-2-yl)amino)phenyl)piperazin-1-yl)ethoxy)acetic acid CS(=O)(=O)NC=1C=C(C=CC1)C1=CC=C2C=NC(=NN21)NC2=CC=C(C=C2)N2CCN(CC2)CCOCC(=O)O